9-(3-chlorobenzyl)-9H-[1,2,3]Triazolo[1',5':1,6]Pyrido[3,4-b]Indole ClC=1C=C(CN2C=3C(C4=CC=CC=C24)=CC=2N(C3)N=NC2)C=CC1